((4-(4-methylpiperazine-1-carbonyl)benzyl)(neopentyl)amino)pyrimidine-4-carbonitrile CN1CCN(CC1)C(=O)C1=CC=C(CN(CC(C)(C)C)C2=NC=CC(=N2)C#N)C=C1